di-t-butyl-tin diacrylate C(C=C)(=O)[O-].C(C=C)(=O)[O-].C(C)(C)(C)[Sn+2]C(C)(C)C